5-(4-pyridyl)furan N1=CC=C(C=C1)C1=CC=CO1